4-(benzo[b]thiophen-3-yl)-2,6-dimethyl-1,4-dihydropyridine-3,5-dinitrile S1C2=C(C(=C1)C1C(=C(NC(=C1C#N)C)C)C#N)C=CC=C2